3-{(2R)-3-{(3R)-3-benzyl-3-[(trimethylhydrazino)carbonyl]piperidin-1-yl}-2-[(2-methylalaninyl)amino]-3-oxopropyl}-1H-indole C(C1=CC=CC=C1)[C@]1(CN(CCC1)C([C@@H](CC1=CNC2=CC=CC=C12)NC(C(N)(C)C)=O)=O)C(=O)N(N(C)C)C